4-[4-benzyloxy-2-(2,3-dihydro-1H-pyrrol-4-yl)-1-(4-fluorophenyl)indol-3-yl]benzoic acid methyl ester COC(C1=CC=C(C=C1)C1=C(N(C2=CC=CC(=C12)OCC1=CC=CC=C1)C1=CC=C(C=C1)F)C=1CCNC1)=O